(R)-N-(1-(4-(ethylsulfonyl)phenyl)-2-hydroxyethyl)-3-fluoro-4-(7-methyl-1,1-dioxo-3,4-dihydro-2H-benzo[e][1,2]thiazin-2-yl)benzamide C(C)S(=O)(=O)C1=CC=C(C=C1)[C@H](CO)NC(C1=CC(=C(C=C1)N1S(C2=C(CC1)C=CC(=C2)C)(=O)=O)F)=O